C(C)N1N=C2C(=CC=C(C2=C1)C12CCN(CC2C1)C(=O)OC(C)(C)C)C(NC=1C=C(C=2N(C1)C=C(N2)C)F)=O tert-butyl 6-[2-ethyl-7-({8-fluoro-2-methylimidazo[1,2-a]pyridin-6-yl}carbamoyl)indazol-4-yl]-3-azabicyclo[4.1.0]heptane-3-carboxylate